C(#N)C=1C=NN2C1C(=CC(=C2)OCC(C)(C)O)C=2C=CC(=NC2)N2CC1N(C(C2)C1)C(=O)OC1=CC=C(C=C1)[N+](=O)[O-] 4-nitrophenyl 3-(5-(3-cyano-6-(2-hydroxy-2-methylpropyloxy) pyrazolo[1,5-a]pyridin-4-yl) pyridin-2-yl)-3,6-diazabicyclo[3.1.1]heptane-6-carboxylate